2-decanoyl-sn-glycerol C(CCCCCCCCC)(=O)OC(CO)CO